(2S)-2-fluoro-2-[[(2S,5R)-3-methyl-7-oxo-2-[[(2,2,2-trifluoroacetyl)-amino]methyl]-1,6-diazabicyclo[3.2.1]oct-3-en-6-yl]oxy]acetic acid lithium salt [Li+].F[C@@H](C(=O)[O-])ON1[C@@H]2C=C([C@H](N(C1=O)C2)CNC(C(F)(F)F)=O)C